C(C)(=O)OC=1C(=NC=CC1OC)C(N[C@H](C(=O)NN=C(C1=CC=C(C=C1)C(C)C)C1=CC=C(C=C1)C(C)C)C)=O (S)-2-((1-(2-(bis(4-isopropylphenyl)methylene)hydrazineyl)-1-oxopropan-2-yl)carbamoyl)-4-methoxypyridin-3-yl acetate